O=C1CN(CCN1)C(=O)[O-] 3-Oxopiperazine-1-Carboxylate